FC=1C=C(CC2=NC3=C(C=NC(=C3)C=3C(=NOC3C)C)N2C2CCC(CC2)OC)C=CC1F 4-(2-(3,4-difluorobenzyl)-3-((1r,4r)-4-methoxycyclohexyl)-3H-imidazo[4,5-c]pyridin-6-yl)-3,5-dimethylisoxazole